The molecule is a monounsaturated fatty acyl-CoA(4-) obtained by deprotonation of the phosphate and diphosphate OH groups of (9Z,12R)-12-hydroxyoctadec-9-enoyl-CoA; major species at pH 7.3. It is a monounsaturated fatty acyl-CoA(4-) and a long-chain fatty acyl-CoA(4-). It is a conjugate base of a (9Z,12R)-12-hydroxyoctadec-9-enoyl-CoA. CCCCCC[C@H](C/C=C\\CCCCCCCC(=O)SCCNC(=O)CCNC(=O)[C@@H](C(C)(C)COP(=O)([O-])OP(=O)([O-])OC[C@@H]1[C@H]([C@H]([C@@H](O1)N2C=NC3=C(N=CN=C32)N)O)OP(=O)([O-])[O-])O)O